2-bromo-1-(1-methyl-1H-benzimidazol-5-yl)ethanone BrCC(=O)C1=CC2=C(N(C=N2)C)C=C1